C(CCCCCCCCC)C1OCOC1 4-decyl-1,3-dioxolane